[3-fluoro-5-(1,1,2,2,3,3,3-heptafluoropropyl)-2-pyridyl]-2-[1-[2-(5-methyl-2-oxo-oxazolidin-3-yl)ethyl]tetrazol-5-yl]sulfanyl-5-nitro-benzamide FC=1C(=NC=C(C1)C(C(C(F)(F)F)(F)F)(F)F)C=1C(=C(C(=O)N)C=C(C1)[N+](=O)[O-])SC1=NN=NN1CCN1C(OC(C1)C)=O